[Ir].[Mn] Manganese-Iridium